Cl.N1[C@H](CCC1)C(=O)OC(C)(C)C tert-butyl (2R)-pyrrolidine-2-carboxylate hydrochloride